(1-(2-(4-fluorophenyl)-2-oxoethyl)piperidin-4-yl)methyl(methyl)(pyridin-2-yl)carbamate FC1=CC=C(C=C1)C(CN1CCC(CC1)OC(N(C1=NC=CC=C1C)C)=O)=O